(3S,4R)-4-((5-chloro-7-(1-ethylcyclobutyl)pyrrolo[2,1-f][1,2,4]triazin-2-yl)amino)tetrahydro-2H-pyran-3-ol ClC=1C=C(N2N=C(N=CC21)N[C@H]2[C@@H](COCC2)O)C2(CCC2)CC